8-[(2-hydroxyethyl)[6-oxomethylene-6-(undecyloxy)hexyl]amino]-octanoic acid OCCN(CCCCCCCC(=O)O)CCCCCC(OCCCCCCCCCCC)=C=O